C(=O)(OC(C)(C)C)N1CC2C(C1)CC(C2)OC N-Boc-hexahydro-5-methoxycyclopenta[c]pyrrole